L-THEANIN N[C@@H](CCC(=O)NCC)C(=O)O